(4-(4-((3-(2,3-difluoro-4-methoxy-phenyl)imidazo[1,2-a]pyrazin-8-yl)amino)-2-methyl-benzoyl)piperazin-1-yl)methanone FC1=C(C=CC(=C1F)OC)C1=CN=C2N1C=CN=C2NC2=CC(=C(C(=O)N1CCN(CC1)C=O)C=C2)C